FC1=C(COC=2C=CC(=NC2)NC(=O)N2CCCC3=CC=C(N=C23)C=O)C(=C(C=C1OC)OC)F N-(5-((2,6-difluoro-3,5-dimethoxybenzyl)oxy)pyridin-2-yl)-7-formyl-3,4-dihydro-1,8-naphthyridine-1(2H)-carboxamide